C(C)(C)C=1C(=NC=CN1)C(=O)N isopropyl-pyrazine-2-carboxamide